3-(2-Methoxypyridin-4-yl)-N-(1-(7-methylthieno[3,2-d]pyrimidin-4-yl)piperidin-4-yl)propenamide COC1=NC=CC(=C1)C=CC(=O)NC1CCN(CC1)C=1C2=C(N=CN1)C(=CS2)C